N-(4-(benzyloxy)phenyl)-5-fluoropyridine-2-amine C(C1=CC=CC=C1)OC1=CC=C(C=C1)NC1=NC=C(C=C1)F